4-phenyl-2-[4-(thiomorpholin-4-yl)butyl]-2,3-dihydropyridazin-3-one C1(=CC=CC=C1)C=1C(N(N=CC1)CCCCN1CCSCC1)=O